COC1=NC=C(C2=C1N=C(S2)NC(=O)N2CCC1(CCNC1=O)CC2)C=2C=NN(C2)C 1-Oxo-2,8-diaza-spiro[4.5]decane-8-carboxylic acid [4-methoxy-7-(1-methyl-1H-pyrazol-4-yl)-thiazolo[4,5-c]pyridin-2-yl]-amide